N-(3-cyanophenyl)thiophene-2-carboxamide C(#N)C=1C=C(C=CC1)NC(=O)C=1SC=CC1